5-(2-fluorophenyl)-1H-pyrrole-3-carboxylate FC1=C(C=CC=C1)C1=CC(=CN1)C(=O)[O-]